3-({5-[3,5-di(trifluoromethyl)phenyl]-2-furyl}methylidene)indolin-2-one FC(C=1C=C(C=C(C1)C(F)(F)F)C1=CC=C(O1)C=C1C(NC2=CC=CC=C12)=O)(F)F